The molecule is trianion of 2-(alpha-D-mannosyl)-3-phosphoglyceric acid arising from deprotonation of carboxylic acid and phosphate functions; major species at pH 7.3. It is an organophosphate oxoanion and a hydroxy monocarboxylic acid anion. It is a conjugate base of a 2-(alpha-D-mannosyl)-3-phosphoglyceric acid. C([C@@H]1[C@H]([C@@H]([C@@H]([C@H](O1)OC(COP(=O)([O-])[O-])C(=O)[O-])O)O)O)O